(S)-1-(2-methoxyphenyl)-3-(1-(naphthalen-1-yl)ethyl)urea COC1=C(C=CC=C1)NC(=O)N[C@@H](C)C1=CC=CC2=CC=CC=C12